BrC1=CC2=C(N=C(S2)NC2=NC=CC(=C2)CN(C)C)C=C1 6-bromo-N-(4-((dimethyl-amino)methyl)pyridin-2-yl)benzo[d]thiazol-2-amine